(R)-N-(5-((6-(3-(3',5-difluoro-[1,1'-biphenyl]-3-yl)-isoxazolidin-2-yl)-pyrimidin-4-yl)-amino)-4-methoxy-2-(4-methylpiperazin-1-yl)phenyl)-acrylamide FC=1C=C(C=CC1)C1=CC(=CC(=C1)F)[C@@H]1N(OCC1)C1=CC(=NC=N1)NC=1C(=CC(=C(C1)NC(C=C)=O)N1CCN(CC1)C)OC